FC1=CC=C(C=C1)N1CCN(CC1)CC(=O)NO 2-(4-(4-fluorophenyl)piperazin-1-yl)-N-hydroxyacetamide